COC(=O)C1=CC2=C(OCO2)C=C1 methylbenzo[d][1,3]dioxole-5-carboxylate